C12COCCC(CN(C1)C(=O)NC1=NC(N(C=C1)C1=CC=C(CN3CCC(CC3)NC(OC(C)(C)C)=O)C=C1)=O)N2 tert-butyl (1-(4-(4-(3-oxa-8,10-diazabicyclo[4.3.1]decane-8-carboxamido)-2-oxopyrimidin-1(2H)-yl)benzyl)piperidin-4-yl)carbamate